3-(5-methyl-1,3-thiazol-2-yl)-5-[[(2R)-tetrahydrofuran-2-yl]methoxy]benzoic acid CC1=CN=C(S1)C=1C=C(C(=O)O)C=C(C1)OC[C@@H]1OCCC1